FC(S(=O)(=O)[O-])(F)F.CSC(C)OC(C(=O)OC1CC2CCC(C1)[N+]21CCCC1)(C1=CC=CC=C1)C1=CC=CC=C1 3-(2-(1-(Methylthio)ethoxy)-2,2-diphenylacetoxy)spiro[bicyclo[3.2.1]octane-8,1'-pyrrolidin]-8-ium trifluoromethanesulfonate